[Cl-].[Cl-].C1(=CC=CC=C1)P(C1=CC=CC=C1)C1=CC=CC=C1.C1(=CC=CC=C1)P(C1=CC=CC=C1)C1=CC=CC=C1.[Fe+2] iron bis(triphenylphosphine) dichloride